(3-fluoro-5-(2-(3-methoxyazetidin-1-yl)ethyl)-4-methyl-2-oxopyridin-1(2H)-yl)-4-methylpentanoic acid FC=1C(N(C=C(C1C)CCN1CC(C1)OC)C(C(=O)O)CC(C)C)=O